C(C(=O)C(=O)[O-])F The molecule is the anion of 3-fluoropyruvic acid. It derives from a pyruvate. It is a conjugate base of a 3-fluoropyruvic acid.